CN(C1=CC=C(C=C1)\C=C\C(=O)C1=C(C=C(C(=C1)CN1C(CNCC1)CC)OC)O)C 4-dimethylamino-2'-hydroxy-4'-methoxy-5'-(ethylpiperazin-1-yl)methyl-chalcone